NC=1C=2N(C3=C(N1)C=NC(=C3)C(=O)N3[C@@H]1[C@H](CCC3)OC3=C1C(=CC(=C3)OC(F)(F)F)F)C=NC2 |r| Rac-(4-aminoimidazo[1,5-a]pyrido[3,4-e]pyrazin-8-yl)((4aS,9bS)-9-fluoro-7-(trifluoromethoxy)-3,4,4a,9b-tetrahydrobenzofuro[3,2-b]pyridin-1(2H)-yl)methanone